ClC1=NN2C(N=CC3=C2C(CN3C(=O)NC3=CN=NC(=C3)C(F)F)(C(F)(F)F)C)=C1F 2-chloro-N-(6-(difluoromethyl)pyridazin-4-yl)-3-fluoro-8-methyl-8-(trifluoromethyl)-7,8-dihydro-6H-pyrazolo[1,5-a]pyrrolo[2,3-e]pyrimidine-6-carboxamide